ClC=1C=C(C(=NC1C(F)(F)F)OC1=C(C(=C(C=C1)F)F)C)C(=O)O 5-chloro-2-(3,4-difluoro-2-methyl-phenoxy)-6-(trifluoromethyl)pyridine-3-carboxylic acid